C(C)(C)(C)OC(=O)N1C(C2=C(CC1)NC(=C2NC2=C(C=CC=C2)OC)C2=CC=NC=C2)=O 3-((2-methoxyphenyl)amino)-4-oxo-2-(pyridin-4-yl)-1,4,6,7-tetrahydro-5H-pyrrolo[3,2-c]pyridine-5-carboxylic acid tert-butyl ester